[1-[4-[Methyl(tetrahydropyran-4-yl)amino]-5-oxido-6,7-dihydrothieno[3,2-d]pyrimidin-5-ium-2-yl]azetidin-3-yl]-1,1-dioxothian-4-carboxylat CN(C=1C2=C(N=C(N1)N1CC(C1)OC(=O)C1CCS(CC1)(=O)=O)CC[S+]2[O-])C2CCOCC2